4-(difluoromethyl)-N-(4-fluoro-5-(tributylstannyl)-2-((3S,5R)-3,4,5-trimethylpiperazin-1-yl)phenyl)-1-methyl-6-oxo-1,6-dihydropyridine-3-carboxamide FC(C=1C(=CN(C(C1)=O)C)C(=O)NC1=C(C=C(C(=C1)[Sn](CCCC)(CCCC)CCCC)F)N1C[C@@H](N([C@@H](C1)C)C)C)F